N-[2-acetyl-3-[(4-chlorophenyl)methyl]-5-fluorophenyl]-5-cyano-2-methylsulfanyl-benzamide C(C)(=O)C1=C(C=C(C=C1CC1=CC=C(C=C1)Cl)F)NC(C1=C(C=CC(=C1)C#N)SC)=O